O1CCN(CC1)C(=O)C1=CC(=CC=C1)C1=C2C(=NC=C1)C=C(O2)C2=CC(=C(C(=C2)OC)OC)OC morpholino(3-(2-(3,4,5-trimethoxyphenyl)furo[3,2-b]pyridin-7-yl)phenyl)methanone